CC(C[C@@H](C(=O)N1CC2(C[C@H]1C(=O)N)C(NC=1N2N=CC1)=O)N(C([C@H](C)NC(C(F)(F)F)=O)=O)C)C (5'S)-1'-[(2S)-4-methyl-2-[(2S)-N-methyl-2-(2,2,2-trifluoroacetamido)propanamido]pentanoyl]-2-oxo-1H-spiro[pyrazolo[1,5-a]imidazole-3,3'-pyrrolidine]-5'-carboxamide